2-(4-(4-(aminomethyl)-1-oxo-1,2-dihydrophthalazin-6-yl)-1-methyl-1H-pyrazol-5-yl)-4-chloro-6-(3,3-difluoropyrrolidin-1-yl)-3-fluorobenzonitrile NCC1=NNC(C2=CC=C(C=C12)C=1C=NN(C1C1=C(C#N)C(=CC(=C1F)Cl)N1CC(CC1)(F)F)C)=O